[PH2]([O-])=O.[PH2]([O-])=O.[Ru+2].C(C)(C)(C)OC(=O)NNC(=O)C=1C=NC(=NC1)C 1-(tert-butoxycarbonyl)-2-(2-methylpyrimidine-5-carbonyl)hydrazine ruthenium diphosphinate